methyldimethoxy(N-phenyl-N',N'-dimethylureido)silane 3-cyanobenzoate C(#N)C=1C=C(C(=O)O)C=CC1.C[Si](N(C(=O)N(C)C)C1=CC=CC=C1)(OC)OC